The molecule is a cephalosporin carboxylic acid anion formed by proton loss from the carboxy group of ceftazidime, a cephalosporin having 7beta-[(2Z)-2-(2-amino-1,3-thiazol-4-yl)-2-{[(2-carboxypropan-2-yl)oxy]imino}acetyl]amino and 3-pyridinium-1-ylmethyl side-groups. It is a conjugate base of a ceftazidime. CC(C)(C(=O)[O-])O/N=C(/C1=CSC(=N1)N)\\C(=O)N[C@H]2[C@@H]3N(C2=O)C(=C(CS3)C[N+]4=CC=CC=C4)C(=O)[O-]